6-((2-aminopyrimidin-5-yl)methyl)-N-(3-fluoro-5-(trifluoromethyl)phenyl)-4,5,6,7-tetrahydrothieno[2,3-c]pyridine-3-carboxamide NC1=NC=C(C=N1)CN1CC2=C(CC1)C(=CS2)C(=O)NC2=CC(=CC(=C2)C(F)(F)F)F